BrCC1=CC=C(C=C1)[Si](F)(C(C)(C)C)C(C)(C)C (4-bromomethylphenyl)-di-tert-butylfluorosilane